Cl.Cl.BrC=1C(=NN(C1NC(=O)N[C@@H]1CN(C[C@H]1C1=CC(=C(C=C1)F)F)CCOC)C1=CC=CC=C1)C1CCNCC1 1-(4-bromo-1-phenyl-3-(piperidin-4-yl)-1H-pyrazol-5-yl)-3-((3s,4r)-4-(3,4-difluorophenyl)-1-(2-methoxyethyl)pyrrolidin-3-yl)urea dihydrochloride